OCC=1C=C(C(=C(C1)O)O)O 5-hydroxymethylbenzene-1,2,3-triol